OC1=C(OCC(=O)OC(C)(C)C)C=C(C=C1)O tert-butyl 2-(2,5-dihydroxyphenoxy)acetate